C(C1=CC=CC=C1)C1=NN=C(S1)C(=O)NC1C2C(C3=C(N(C1=O)C)N=CC=C3)C2 5-benzyl-N-(cis-4-methyl-3-oxo-1,1a,2,3,4,8b-hexahydrocyclopropa-[d]-pyrido[2,3-b]azepin-2-yl)-1,3,4-thiadiazole-2-carboxamide